NC1=C(C=C(C=N1)/C=C/CC(=O)O)C#CC[C@@H](C(=O)OC)NC(=O)OC(C)(C)C (3E)-4-{6-amino-5-[(4S)-4-{[(tert-butoxy)carbonyl]amino}-5-methoxy-5-oxopent-1-yn-1-yl]pyridin-3-yl}but-3-enoic acid